6-Chloro-1-(3-(difluoromethoxy)phenyl)-3-isopropyl-2-oxo-2,3-dihydro-1H-benzo[d]imidazole-5-carboxylic acid ClC=1C(=CC2=C(N(C(N2C(C)C)=O)C2=CC(=CC=C2)OC(F)F)C1)C(=O)O